1-{tert-butyl} 2-methyl 2-(3-chloropropyl)pyrrolidine-1,2-dicarboxylate ClCCCC1(N(CCC1)C(=O)OC(C)(C)C)C(=O)OC